3-hydroxy-5,6-dichloropyridazine OC=1N=NC(=C(C1)Cl)Cl